N-(p-toluenesulfonyl)-1,2-diphenylethanediamine CC1=CC=C(C=C1)S(=O)(=O)NC(CC1=CC=CC=C1)(N)C1=CC=CC=C1